2-(Methyl((1-(trifluoromethyl)cyclopropyl)methyl)amino)-N-((2-(2,2,2-trifluoroethoxy)pyridin-4-yl)methyl)acetamide CN(CC(=O)NCC1=CC(=NC=C1)OCC(F)(F)F)CC1(CC1)C(F)(F)F